C(C)(C)(C)OC(=O)N[C@H](C(=O)O)CCCNC(=O)OC(C)(C)C (2S)-2,5-bis[(t-butoxycarbonyl)amino]pentanoic acid